OCC1C2CCC#CCCC12 9-(hydroxymethyl)bicyclo[6.1.0]non-4-yn